CN1CCN(CC1)CC1=CC=C(C=C1)C=1C=C2C(=CC=NC2=CC1)OC=1C=CC2=C(N=CS2)C1 5-((6-(4-((4-methylpiperazin-1-yl)methyl)phenyl)quinolin-4-yl)oxy)benzo[d]thiazole